3-[[4-[(2R)-2-Amino-3-spiro[3.3]heptan-2-yl-propoxy]-6-(2,6-dimethylphenyl)pyrimidin-2-yl]sulfamoyl]benzoic acid N[C@@H](COC1=NC(=NC(=C1)C1=C(C=CC=C1C)C)NS(=O)(=O)C=1C=C(C(=O)O)C=CC1)CC1CC2(C1)CCC2